IC1=C(C(=C(C(=C1F)F)I)F)F 1,4-diiodotetrafluorobenzene